ClC1=C(C(=NC=C1)F)S(=O)(=O)Cl 4-chloro-2-fluoro-pyridine-3-sulfonyl chloride